ClC1=CC(=NC=C1)CNC1=C2N=CN(C2=NC(=N1)C=1C=NC=C(C1)F)[C@H]1[C@@H]([C@@H]([C@H](C1)C(=O)NC)O)O (1S,2R,3S,4R)-4-(6-(((4-chloropyridin-2-yl)methyl)amino)-2-(5-fluoropyridin-3-yl)-9H-purin-9-yl)-2,3-dihydroxyl-N-methylcyclopentaneformamide